1-(4-((3-(3-fluoro-4-methoxyphenyl)imidazo[1,2-a]pyrazin-8-yl)amino)-2-methylbenzoyl)-N-((3R,4R)-4-hydroxypyrrolidin-3-yl)piperidine-4-carboxamide 2,2,2-trifluoroacetate FC(C(=O)O)(F)F.FC=1C=C(C=CC1OC)C1=CN=C2N1C=CN=C2NC2=CC(=C(C(=O)N1CCC(CC1)C(=O)N[C@@H]1CNC[C@H]1O)C=C2)C